FC1CC(N(C1)C(=O)C=1C=CC2=C(NC(CO2)=O)C1)C(=O)NC(C1=CC=C(C=C1)C(C)C)C1=CC=CC=C1 4-fluoro-1-(3-oxo-3,4-dihydro-2H-1,4-benzoxazine-6-carbonyl)-N-{phenyl[4-(propan-2-yl)phenyl]methyl}pyrrolidine-2-carboxamide